17-((4-(3,8-diazabicyclo[3.2.1]octan-8-yl)pyridin-2-yl)oxy)-3,6,9,12,15-pentaoxaheptadecanoic acid methyl ester COC(COCCOCCOCCOCCOCCOC1=NC=CC(=C1)N1C2CNCC1CC2)=O